ClC1=C(C=CC2=C1C(=NCC=1N2C=C(C(N1)=O)CCOCC)C1=C(C=CC=C1F)F)Cl 8,9-dichloro-7-(2,6-difluorophenyl)-2-(2-ethoxyethyl)-5H-pyrimido[1,2-a][1,4]benzodiazepin-3-one